5-chloro-2-(2,2,2-trifluoroethyl)benzoxazole ClC=1C=CC2=C(N=C(O2)CC(F)(F)F)C1